2-(2-chloro-4-(2-((1-methyl-1H-pyrazolo[3,4-b]pyridin-3-yl)amino)-2-oxoethyl)phenoxy)pyridine-3-carboxamide ClC1=C(OC2=NC=CC=C2C(=O)N)C=CC(=C1)CC(=O)NC1=NN(C2=NC=CC=C21)C